tert-Butyl (S)-2-((4-bromo-1H-indol-1-yl)methyl)morpholine-4-carboxylate BrC1=C2C=CN(C2=CC=C1)C[C@H]1CN(CCO1)C(=O)OC(C)(C)C